4-chloro-2-(3-methoxybenzyl)-9H-pyrido[2',3':4,5]pyrrolo[2,3-d]pyrimidine-7-carboxylic acid methyl ester COC(=O)C1=CC2=C(C3=C(N=C(N=C3Cl)CC3=CC(=CC=C3)OC)N2)N=C1